copper-iron-oxide gold [Au+3].[O-2].[Fe+2].[Cu+2]